CC1=C(C(=O)N(N1C)C2=CC=CC=C2)C(NC3=CC=C(C=C3)S(=O)(=O)NC4=NN=C(C=C4)OC)S(=O)(=O)O The molecule is a sulfonamide that is aminomethanesulfonic acid in which a hydrogen attached to the carbon has been replaced by a 1,5-dimethyl-3-oxo-2-phenyl-2,3-dihydro-1H-pyrazol-4-yl group and in which a hydrogen attached to the amino group has been replaced by a p-[(6-methoxypyridazin-3-yl)sulfamoyl]phenyl group. It is a sulfonamide, an aromatic ether, a member of pyridazines, an amino sulfonic acid and a pyrazolone.